trans-4-((4-(1-Isopropyl-1H-pyrazol-4-yl)pyridin-2-yl)((trans-4-(5-methoxy-6-methylpyridin-2-yl)cyclohexyl)methyl) carbamoyl)cyclohexyl isopropylcarbamate C(C)(C)NC(O[C@@H]1CC[C@H](CC1)C(N(C[C@@H]1CC[C@H](CC1)C1=NC(=C(C=C1)OC)C)C1=NC=CC(=C1)C=1C=NN(C1)C(C)C)=O)=O